[Cl-].C(#N)C[NH3+] cyanomethyl-ammonium chloride